2-(3-(5-aminopentyloxy)phenyl)-N-(4-(1-(cyclopropanecarbonyl)indolin-5-yl)-5-methylthiazol-2-yl)acetamide NCCCCCOC=1C=C(C=CC1)CC(=O)NC=1SC(=C(N1)C=1C=C2CCN(C2=CC1)C(=O)C1CC1)C